OC1(CN(CC1)C=1N=C2N(C(C1C)=O)C=C(C=C2[C@@H](C)NC2=C(C(=O)O)C=CC=C2)C)C(C)C 2-(((1R)-1-(2-(3-hydroxy-3-isopropylpyrrolidin-1-yl)-3,7-dimethyl-4-oxo-4H-pyrido[1,2-a]pyrimidin-9-yl)ethyl)amino)benzoic acid